((5-chloro-2-(3-hydroxypyrrolidin-1-yl)phenyl)amino)-2-oxoacetic acid methyl ester COC(C(=O)NC1=C(C=CC(=C1)Cl)N1CC(CC1)O)=O